C(CCCCCCCCC)(=O)OCCCCCCCCOC1=CC(=C(C=C1)OCCCCCCCCOC(CCCCCCCCC)=O)COC(CC1CCN(CC1)C)=O ((2-((2-(1-methylpiperidin-4-yl)acetoxy)methyl)-1,4-phenylene)bis(oxy))bis(octane-8,1-diyl) bis(decanoate)